FC1=C(CNC=2SC=CN2)C=CC=C1 2-[(2-fluorobenzyl)amino]-1,3-thiazol